5-(4-(1-benzyl-5-hydroxypiperidin-3-yl)-1H-pyrazol-1-yl)-3-methoxybenzene-1,2-diol C(C1=CC=CC=C1)N1CC(CC(C1)O)C=1C=NN(C1)C1=CC(=C(C(=C1)O)O)OC